O=C1N(C2=C(SC1)C=C(C=C2)C(=O)OC)CC=2SC=CC2 methyl 3-oxo-4-(thiophen-2-ylmethyl)-3,4-dihydro-2H-benzo[b][1,4]thiazine-7-carboxylate